ethyl N-benzyl-P-((5-(5-(chlorodifluoromethyl)-1,2,4-oxadiazol-3-yl)pyridin-2-yl)methyl)phosphonamidate C(C1=CC=CC=C1)NP(OCC)(=O)CC1=NC=C(C=C1)C1=NOC(=N1)C(F)(F)Cl